2-Acetyl-N-(4-(4-amino-2-butyl-1H-imidazo[4,5-c]quinolin-1-yl)butyl)benzamide C(C)(=O)C1=C(C(=O)NCCCCN2C(=NC=3C(=NC=4C=CC=CC4C32)N)CCCC)C=CC=C1